5-[5-(1H-Imidazol-1-yl)pyrazin-2-yl]-N-methyl-N-[(2S,4R)-2-methylpiperidin-4-yl][1,3]thiazolo[5,4-d][1,3]thiazol-2-amin N1(C=NC=C1)C=1N=CC(=NC1)C=1SC2=C(N1)SC(=N2)N([C@H]2C[C@@H](NCC2)C)C